The molecule is a dihydroxyicosatetraenoate that is the conjugate base of (5S,6S)-dihydroxy-(7E,9E,11Z,14Z)-icosatetraenoic acid arising from deprotonation of the carboxylic acid function; major species at pH 7.3. It is a dihydroxyicosatetraenoate and a leukotriene anion. CCCCC/C=C\\C/C=C\\C=C\\C=C\\[C@@H]([C@H](CCCC(=O)[O-])O)O